NC=1C=NC=C(C1O)O 3-amino-4,5-dihydroxy-pyridine